2-(6-(((1r,3s,5s)-6,6-difluoro-8-azabicyclo[3.2.1]oct-3-yl)oxy)pyridazin-3-yl)-5-(1H-pyrazol-4-yl)phenol FC1([C@@H]2C[C@H](C[C@H](C1)N2)OC2=CC=C(N=N2)C2=C(C=C(C=C2)C=2C=NNC2)O)F